C(C)OC=1C=CC(=NC1)C=1N(C(=NN1)C1CC(C1)NC(=O)C=1C=2N=CC=NC2C=C(C1)F)C1=C(C=CC=C1)F N-((1S,3r)-3-(5-(5-ethoxypyridin-2-yl)-4-(2-fluorophenyl)-4H-1,2,4-triazol-3-yl)cyclobutyl)-7-fluoroquinoxaline-5-carboxamide